FC(N1N=CC(=C1)C=1C=C(C=CC1)N(C(=O)[C@@H]1CC[C@H](CC1)O)C[C@@H]1CC[C@H](CC1)C1=CC(=C(C=C1)OC)C)F trans-N-(3-(1-(difluoromethyl)-1H-pyrazol-4-yl)phenyl)-4-hydroxy-N-((trans-4-(4-methoxy-3-methylphenyl)cyclohexyl)methyl)cyclohexanecarboxamide